FC(C(=O)O)(F)F.N1=CN=C(C2=C1NC=C2)C=2C=NN(C2)C2(CCCC2)CC#N {1-[4-(7H-pyrrolo[2,3-d]pyrimidin-4-yl)-1H-pyrazol-1-yl]cyclopentyl}acetonitrile trifluoroacetate